ClC1=C(C=CC(=C1)F)SCC(=O)C1=CC=C(C=C1)C1=NOC(=N1)C(F)(F)Cl 2-((2-chloro-4-fluorophenyl)thio)-1-(4-(5-(chlorodifluoromethyl)-1,2,4-oxadiazol-3-yl)phenyl)ethan-1-one